C(C1=CC=CC=C1)OC(=O)NC1CCN(CC1)CC1CN(C1)C(=O)OCCCC butyl 3-((4-(((benzyloxy)carbonyl)amino)piperidin-1-yl)methyl)azetidine-1-carboxylate